ClC=1C=C(C=CC1C(F)(F)F)C1=CC=C(C=C1)C(=O)NC1=CC(=C(C=C1)O)NS(=O)(=O)C1=CC=C(C=C1)F 3'-chloro-N-(3-((4-fluorophenyl)sulfonamido)-4-hydroxyphenyl)-4'-(trifluoromethyl)-[1,1'-biphenyl]-4-carboxamide